1-(1-methyl-6-(1-(3-((4-((5-methyl-pyrimidin-2-yl)amino)piperidin-1-yl)sulfonyl)benzyl)piperidin-4-yl)-1H-indazol-3-yl)dihydropyrimidine-2,4(1H,3H)-dione CN1N=C(C2=CC=C(C=C12)C1CCN(CC1)CC1=CC(=CC=C1)S(=O)(=O)N1CCC(CC1)NC1=NC=C(C=N1)C)N1C(NC(CC1)=O)=O